3-fluoro-5-(10H-phenoxazin-10-yl)-N,N-diphenylamine FC=1C=C(C=C(C1)N1C2=CC=CC=C2OC=2C=CC=CC12)NC1=CC=CC=C1